CC1([C@H]2CC[C@H]([C@@H]1C2)CN2N=CC=C2C)C 1-(((1S,2R,5S)-6,6-dimethylbicyclo[3.1.1]heptan-2-yl)methyl)-5-methyl-1H-pyrazole